I.NC=1C(=NC(=C(N1)N)Cl)C(=O)NC(=N)SC methyl (3,5-diamino-6-chloropyrazine-2-carbonyl)carbamimidothioate hydroiodide